TETRAHYDROPYRAZOLOPYRIMIDINE C1C2C(=CNC=N2)NN1